IC1=CN([C@H]2[C@H](O)[C@H](O)[C@@H](CO)O2)C=2N=CN=C(C12)N 7-deaza-7-iodo-adenosine